OC1CC2C(C(N(C2)C(=O)OCC2=CC=CC=C2)C(=O)OC)C1 2-benzyl 1-methyl 5-hydroxyhexahydrocyclopenta[c]pyrrole-1,2(1H)-dicarboxylate